C1OCC2CC(CCC12)C(=O)[O-] octahydroisobenzofuran-5-carboxylate